Tert-butyl 14,14-dimethyl-3-oxo-1,12,12-triphenyl-2,11,13-trioxa-4-aza-12-silahexadecan-16-oate CC(O[Si](OCCCCCCNC(OCC1=CC=CC=C1)=O)(C1=CC=CC=C1)C1=CC=CC=C1)(CC(=O)OC(C)(C)C)C